Tert-butyl 6-(3-(4-(ethyl(oxetan-3-yl)amino)-2,2-dimethylpiperidin-1-yl)-5-methyl-1H-pyrazol-1-yl)-2-azaspiro[3.3]heptane-2-carboxylate C(C)N(C1CC(N(CC1)C1=NN(C(=C1)C)C1CC2(CN(C2)C(=O)OC(C)(C)C)C1)(C)C)C1COC1